3-Sulfolene S1(=O)(=O)CC=CC1